Cl.NCC1=CC=C(S1)C(CSC1=NC(=NC2=CC=C(C=C12)NCC1CC1)C)=O 1-(5-(aminomethyl)thiophen-2-yl)-2-((6-((cyclopropylmethyl)amino)-2-methylquinazolin-4-yl)thio)ethan-1-one hydrochloride